5-(1-methyl-1-ethylbutyl)-4-hydroxy-2-methylbenzoic acid, sodium salt [Na+].CC(CCC)(CC)C=1C(=CC(=C(C(=O)[O-])C1)C)O